C1(=CC=CC=C1)C1=CC(=C(C(=O)C2=CC=C(C=C2)C2=CC=CC=C2)C=C1)O[PH2]=O 4,4'-diphenylphosphinoyloxybenzophenone